CC1(N(CC1)C(=O)O[C@H]1C[C@H](CC1)C1=CC(=NN1)NC1=NC=C(N=C1)C(C)=O)C (1R,3S)-3-(3-((5-acetylpyrazin-2-yl)amino)-1H-pyrazol-5-yl)cyclopentyl 2,2-dimethylazetidine-1-carboxylate